BrC1=CC2=C(C=C1)C1=CC=C(C=C1C21C2=CC(=CC=C2C=2C=CC(=CC12)CN(C(C)C)C(C)C)CN(C(C)C)C(C)C)Br N,N'-((2',7'-dibromo-9,9'-spirobifluorene-2,7-diyl)bis(methylene))bis(N-isopropylpropan-2-amine)